1-((2,6-Bis(benzyloxy)-5-nitropyrimidin-4-yl)methyl)-7-chloro-1,2,3,4-tetrahydronaphthalene-1-carboxylic acid Methyl ester COC(=O)C1(CCCC2=CC=C(C=C12)Cl)CC1=NC(=NC(=C1[N+](=O)[O-])OCC1=CC=CC=C1)OCC1=CC=CC=C1